Methyl 5-(4-((1-(3-fluoropropyl)azetidin-3-yl)methyl)phenyl)-2,3-dihydrobenzo[b]oxepine-8-carboxylate FCCCN1CC(C1)CC1=CC=C(C=C1)C=1C2=C(OCCC1)C=C(C=C2)C(=O)OC